((2S,3R,4R)-2-phenyl-4-(4-(trifluoromethyl)benzyl)tetrahydrofuran-3-yl)-methyl-2-methylbut-2-enoate C1(=CC=CC=C1)[C@H]1OC[C@@H]([C@H]1CC(=C(C(=O)[O-])C)C)CC1=CC=C(C=C1)C(F)(F)F